ClC1=C(C(=CC=C1F)Cl)[C@@H](C)OC=1C(=NC=C(C1)C=1C=NN(C1)C1CCNCC1)N 3-[(1R)-1-(2,6-dichloro-3-fluorophenyl)ethoxy]-5-[1-(4-piperidinyl)-1H-pyrazol-4-yl]-2-pyridinamine